COC(=O)C=1C=CC2=CN(N=C2C1)CC1=CC=C(C=C1)Cl 2-(4-Chlorobenzyl)-2H-indazole-6-carboxylic acid methyl ester